3-((R)-1-hydroxyethyl)-N-(1-((5-methyl-6-((1R,5S)-2-oxo-3-azabicyclo[3.1.0]hexan-3-yl)pyridazin-3-yl)methyl)-1H-pyrazol-4-yl)pyrazine-2-carboxamide O[C@H](C)C=1C(=NC=CN1)C(=O)NC=1C=NN(C1)CC=1N=NC(=C(C1)C)N1C([C@@H]2C[C@@H]2C1)=O